BrC1=C2C=NN(C2=CC(=C1CCC(CNC([C@H](O[Si](C)(C)C(C)(C)C)[C@H]1CN(CCO1)C(=O)OC(C)(C)C)=O)=O)Cl)C1OCCCC1 tert-butyl (2R)-2-((1R)-2-((4-(4-bromo-6-chloro-1-(tetrahydro-2H-pyran-2-yl)-1H-indazol-5-yl)-2-oxobutyl)amino)-1-((tert-butyldimethylsilyl)oxy)-2-oxoethyl)morpholine-4-carboxylate